ClC1=NC(=NC=C1Cl)NC1=CC(=NC=C1)C 4,5-dichloro-N-(2-methylpyridin-4-yl)pyrimidin-2-amine